N1(C[C@@H](CC1)C(=O)[O-])C(=O)OC(C)(C)C (3R)-1,3-pyrrolidinedicarboxylic acid, 1-(1,1-dimethylethyl) ester